BrC1=C(C=C(CN2C(C3=CC=CC=C3C2=O)=O)C=C1)C 2-(4-bromo-3-methylbenzyl)isoindoline-1,3-dione